(E)-N-hydroxy-3-(3-(2'-methyl-[1,1'-biphenyl]-4-yl)benzo[c]isoxazol-5-yl)acrylamide ONC(\C=C\C1=CC=2C(=NOC2C2=CC=C(C=C2)C2=C(C=CC=C2)C)C=C1)=O